(2R)-[5-[4-butoxy]phenyl]-2-[[(1,1-dimethylethoxy)carbonyl]amino]-pentanoic acid methyl ester COC([C@](CCC)(NC(=O)OC(C)(C)C)C1=CC=CC(=C1)OCCCC)=O